E-3-methyl-2-hexenoic acid C\C(=C/C(=O)O)\CCC